l-valine 3-(2-(dimethylamino) ethyl)-1H-indol-4-yl ester 2HCl Cl.Cl.CN(CCC1=CNC2=CC=CC(=C12)OC([C@@H](N)C(C)C)=O)C